C1(CCC2=CC=CC=C12)C(=O)[O-] indanate